(4S,5R,6S)-3-(4-acetyl-phenyl)-6-[(1'R)-acetoxyethyl]-4-methyl-7-oxo-1-aza-bicyclo[3.2.0]hept-2-ene-2-carboxylate C(C)(=O)C1=CC=C(C=C1)C1=C(N2C([C@H]([C@H]2[C@H]1C)CCOC(C)=O)=O)C(=O)[O-]